P(=O)(OCCOCCOCCOCCOCC(N=[N+]=[N-])CC(CCC1=CC=C(C=C1)CCCCCCCC)(CO)N)([O-])[O-] 2-amino-2-(hydroxymethyl)-4-(4-octylphenyl)butyl(14-azido-3,6,9,12-tetraoxatetradecyl) phosphate